CN(CCOC12CC3(CC(CC(C1)C3)C2)CN2N=CC(=C2C)C=2C(=NC=CC2)C(=O)O)C 3-[1-({3-[2-(dimethylamino)ethoxy]adamantan-1-yl}methyl)-5-methyl-1H-pyrazol-4-yl]pyridine-2-carboxylic acid